C(C1=CC=CC=C1)NC(C([C@H](CC=1C=NC=CC1)NC(OC(C)(C)C)=O)O)=O tert-butyl ((2S)-4-(benzyl amino)-3-hydroxy-4-oxo-1-(pyridin-3-yl)butan-2-yl)carbamate